2-[1-[3-chloro-5-(4H-1,2,4-triazol-3-yl)phenyl]pyrazolo[3,4-b]pyridin-5-yl]propan-2-ol ClC=1C=C(C=C(C1)C1=NN=CN1)N1N=CC=2C1=NC=C(C2)C(C)(C)O